C1(CCCC1)N1C(=NC2=NC=C(C=C21)C=2C=CN1N=CN=C(C12)OC)C 1-cyclopentyl-6-(4-methoxypyrrolo[2,1-f][1,2,4]triazin-5-yl)-2-methyl-1H-imidazo[4,5-b]pyridine